(Z)-3-(4-chlorophenyl)-4-phenyl-N-((E)-piperidin-2-ylidene)-N'-((4-(trifluoromethyl)phenyl)sulfonyl)-5,6-dihydropyridazine-1(4H)-carboximidamide ClC1=CC=C(C=C1)C1=NN(CCC1C1=CC=CC=C1)/C(/N=C\1/NCCCC1)=N\S(=O)(=O)C1=CC=C(C=C1)C(F)(F)F